2-[3,5-dichloro-4-[(5-isopropyl-6-oxo-1H-pyridazin-3-yl)oxy]phenyl]-3,5-dioxo-4H-1,2,4-triazine-6-carboxamide ClC=1C=C(C=C(C1OC1=NNC(C(=C1)C(C)C)=O)Cl)N1N=C(C(NC1=O)=O)C(=O)N